OC1=C(C(=CC(=C1S(=O)(=O)[O-])CCCCC)O)C1=C(C=CC(=C1)C)C(=C)C.[Na+] sodium 2,6-dihydroxy-5'-methyl-4-pentyl-2'-(prop-1-en-2-yl)-[1,1'-biphenyl]-3-sulfonate